C(C)(C)(C)[S@@](=O)N[C@@H]1C2=CC=CC=C2CC12CCN(CC2)C=2N=CC(=NC2)[S-].[Na+] Sodium 5-((S)-1-(((R)-tert-butylsulfinyl)amino)-1,3-dihydrospiro[indene-2,4'-piperidine]-1'-yl)pyrazine-2-thiolate